C(C)SCC.C(C)C=1NC=CN1 ethylimidazole ethylsulfide salt